2-Methyl-benzooxazole-5-carboxylic acid (1-propyl-butyl)-amide C(CC)C(CCC)NC(=O)C=1C=CC2=C(N=C(O2)C)C1